2-(4-fluorophenyl)-5,6-dihydro-4H-pyrrolo[1,2-b]pyrazole FC1=CC=C(C=C1)C=1C=C2N(N1)CCC2